(2R)-2-(3,5-dimethoxyphenyl)-1-[(3S)-3-({6-methyl-5-[1-methyl-5-(trifluoromethyl)-1H-1,2,4-triazol-3-yl]pyridin-2-yl}amino)pyrrolidin-1-yl]propan-1-one COC=1C=C(C=C(C1)OC)[C@H](C(=O)N1C[C@H](CC1)NC1=NC(=C(C=C1)C1=NN(C(=N1)C(F)(F)F)C)C)C